CN1C(C(=C(C2=CC=CC=C12)N1CCC2(CCN(C2)C2=CC=C(C=C2)OC(F)(F)F)CC1)C#N)=O 1-Methyl-2-oxo-4-{2-[4-(trifluoromethoxy)phenyl]-2,8-diazaspiro[4.5]dec-8-yl}-1,2-dihydro-quinoline-3-carbonitrile